N-{8-acetyl-2-methylimidazo[1,2-a]pyridin-6-yl}-5-(piperazin-1-yl)cinnoline-8-carboxamide C(C)(=O)C=1C=2N(C=C(C1)NC(=O)C=1C=CC(=C3C=CN=NC13)N1CCNCC1)C=C(N2)C